COC1=C(C2=C(NC(N2C)=O)C=C1)N1CCN(CC1)C(=O)OC(C)(C)C tert-butyl 4-(5-methoxy-3-methyl-2-oxo-2,3-dihydro-1H-benzo[d]imidazol-4-yl)piperazine-1-carboxylate